N(=[N+]=[N-])CCOCCOCCOCCOCC1CCC(CC1)NC(OC(C)(C)C)=O tert-butyl ((1R,4R)-4-(13-azido-2,5,8,11-tetraoxatridecyl)-cyclohexyl)carbamate